N-methoxy-N-methyl-5-(methylsulfamoyl)-2-[3-(trifluoromethyl)anilino]benzamide CON(C(C1=C(C=CC(=C1)S(NC)(=O)=O)NC1=CC(=CC=C1)C(F)(F)F)=O)C